trimethylol tris(mercaptopropionate) SC(C(=O)OCO)C.SC(C(=O)OCO)C.SC(C(=O)OCO)C